BrC1=NC2=CC(=C(C=C2N=C1)C#N)C#N 2-bromoquinoxaline-6,7-dicarbonitrile